(4-(2-amino-[1,2,4]triazolo[1,5-a]pyridin-7-yl)-1-methyl-1H-indazol-6-yl)(3-(4-fluorobenzyl)piperidin-1-yl)methanone NC1=NN2C(C=C(C=C2)C2=C3C=NN(C3=CC(=C2)C(=O)N2CC(CCC2)CC2=CC=C(C=C2)F)C)=N1